tert-butyl 3-methyl-7,8-dihydro-4H-pyrazolo[1,5-a][1,4]diazepine-5(6H)-carboxylate CC=1C=NN2C1CN(CCC2)C(=O)OC(C)(C)C